((1aR,5aR)-2-tert-Butyl-1a,2,5,5a-tetrahydro-1H-2,3-diaza-cyclopropa[a]pentalen-4-yl)-[4-(3-chloro-phenyl)-piperazin-1-yl]-methanone C(C)(C)(C)N1N=C(C=2C[C@@H]3[C@H](C12)C3)C(=O)N3CCN(CC3)C3=CC(=CC=C3)Cl